(methanesulfonyl)-hydroxylammonium CS(=O)(=O)[NH2+]O